(tetrahydro-2H-pyran-4-yl)-8-azabicyclo[3.2.1]octan-3-amine O1CCC(CC1)C12CC(CC(CC1)N2)N